4-amino-1-methyl-6-(trifluoromethyl)pyrimidine NC1=NCN(C(=C1)C(F)(F)F)C